CC1(C=CC=C1)C 5,5-dimethyl-1,3-cyclopentadiene